2-Chloro-N-((1-((4-chlorophenyl)sulfonyl)piperidin-4-yl)methyl)acetamide ClCC(=O)NCC1CCN(CC1)S(=O)(=O)C1=CC=C(C=C1)Cl